COC1=CC=C(C=C1)CN1C(C(CCC1=O)N1C(N(C2=C1C=CC(=C2)O[C@@H]2C[C@H](N(C2)C(=O)OC(C)(C)C)C(=O)OC(C)(C)C)C)=O)=O Ditert-butyl (2S,4R)-4-[1-[1-[(4-methoxyphenyl)methyl]-2,6-dioxo-3-piperidyl]-3-methyl-2-oxo-benzimidazol-5-yl]oxypyrrolidine-1,2-dicarboxylate